2,4-dichloro-1,6-naphthyridin-5(6H)-one ClC1=NC=2C=CNC(C2C(=C1)Cl)=O